ClC=1C(=NC(=NC1)N[C@H]1[C@@H](COCC1)O)C1=CN=C(S1)C1C(CN(CC1)C(=O)OC(C)(C)C)C tert-butyl 4-(5-(5-chloro-2-(((3S,4R)-3-hydroxytetrahydro-2H-pyran-4-yl)amino)pyrimidin-4-yl)thiazol-2-yl)-3-methylpiperidine-1-carboxylate